FC=1C(=C(C(=O)O)C(=CC1O)O)O 3-fluoro-2,4,6-trihydroxybenzoic acid